C1(CCC2=CC=CC=C12)CC(=O)OCC ethyl 2-(2,3-dihydro-1H-inden-1-yl)acetate